2-Chloro-5-methyl-4-(1-(tetrahydro-2H-pyran-2-yl)-1H-pyrazol-4-yl)pyrimidine tert-butyl-(4-(5-chlorothieno[3,2-b]pyridin-3-yl)pyridin-2-yl)carbamate C(C)(C)(C)N(C(O)=O)C1=NC=CC(=C1)C1=CSC=2C1=NC(=CC2)Cl.ClC2=NC=C(C(=N2)C=2C=NN(C2)C2OCCCC2)C